CCCCCCCCCCCCCCCCOC[C@H](COP(=O)([O-])OCC[N+](C)(C)C)OC(=O)CCCCCCC/C=C\\CCCCCCCC The molecule is a 2-acyl-1-alkyl-sn-glycero-3-phosphocholine betaine in which the alkyl and the acyl groups at positions 1 and 2 are hexadecyl and oleoyl respectively. It derives from an oleic acid and a lysophosphatidylcholine O-16:0/0:0.